NCCC[Si]([O-])(C)C 3-aminopropyldimethylsilanolat